5-ethoxy-1H-pyrazol-3-amine C(C)OC1=CC(=NN1)N